2-(3-Chloropropoxy)acetic acid ethyl ester C(C)OC(COCCCCl)=O